1,2-Oxathiolan-5-one 2,2-dioxide O1S(CCC1=O)(=O)=O